BrC=1C2=CC=CC=3N=NN(C(C32)=CC1)C1C(NC(CC1)=O)=O 3-(7-bromo-1H-naphtho[1,8-de][1,2,3]triazin-1-yl)piperidine-2,6-dione